FC=1C(=CC2=C(SC[C@@H](C(N2)=O)NC(OC(C)(C)C)=O)C1)C(=O)NNC(C(C)(C)C)=O tert-butyl (R)-(8-fluoro-4-oxo-7-(2-pivaloylhydrazine-1-carbonyl)-2,3,4,5-tetrahydrobenzo[b][1,4]thiazepin-3-yl)carbamate